(S)-methyl 2-((tert-butoxycarbonyl)amino)-3-(2'-ethyl-4'-hydroxy-[1,1-biphenyl]-4-yl)propanoate C(C)(C)(C)OC(=O)N[C@H](C(=O)OC)CC1=CC=C(C=C1)C1=C(C=C(C=C1)O)CC